bis[1,3-dimethyl-3-(isopropylphenylperoxy) butyl] carbonate C(OC(CC(C)(OOC1=C(C=CC=C1)C(C)C)C)C)(OC(CC(C)(OOC1=C(C=CC=C1)C(C)C)C)C)=O